C1CCCO1 BUTYLENOXID